Ethynyl-3'-oxo-3',4'-dihydro-1'h-spiro[piperidine-4,2'-quinoxaline]-1-carboxylic acid tert-butyl ester C(C)(C)(C)OC(=O)N1CCC2(N(C3=CC=CC=C3NC2=O)C#C)CC1